C(C)NC(C1=C(C=CC=C1)C=1N=NC(=CC1)NC1C[C@@H]2[C@@H](CN(C2)CC2CCOCC2)C1)=O N-ethyl-2-(6-(((3aR,5s,6aS)-2-((tetrahydro-2H-pyran-4-yl)methyl)octahydrocyclopenta[c]pyrrol-5-yl)amino)pyridazin-3-yl)benzamide